C(C1=CC=CC=C1)N1C[C@H]2C=C[C@@H](C1)N2C(=O)OC(C)(C)C Tert-butyl (1R,5S)-3-benzyl-3,8-diazabicyclo[3.2.1]oct-6-ene-8-carboxylate